4-(4-methoxyphenyl)-3-buten-1-ol COC1=CC=C(C=C1)C=CCCO